[Zn].[Sb] antimony Zinc